benzyl (2R,3S,4S)-3,4-bis(benzyloxy)-2-(pyrazol-1-ylmethyl)pyrrolidine-1-carboxylate C(C1=CC=CC=C1)O[C@H]1[C@H](N(C[C@@H]1OCC1=CC=CC=C1)C(=O)OCC1=CC=CC=C1)CN1N=CC=C1